N-[(2S)-1-({(1S)-1-cyano-2-[(3S)-2-oxopyrrolidin-3-yl]ethyl}amino)-4,4-dimethyl-1-oxopentan-2-yl]-4-methoxy-3,6-bis(trifluoromethyl)-1H-indole-2-carboxamide C(#N)[C@H](C[C@H]1C(NCC1)=O)NC([C@H](CC(C)(C)C)NC(=O)C=1NC2=CC(=CC(=C2C1C(F)(F)F)OC)C(F)(F)F)=O